6-chloro-3-[hydroxy-(3-methoxyisoxazol-5-yl)methylene]-5-[4-[(3S)-3-hydroxypyrrolidin-1-yl]phenyl]indolin-2-one ClC1=C(C=C2C(C(NC2=C1)=O)=C(C1=CC(=NO1)OC)O)C1=CC=C(C=C1)N1C[C@H](CC1)O